(4',5'-dihydrospiro[piperidine-4,7'-thieno[2,3-c]pyran]-1-yl)methanone tert-butyl-(3R,4R)-3-azido-4-((4-(trifluoromethyl)benzyl)oxy)pyrrolidine-1-carboxylate C(C)(C)(C)OC(=O)N1C[C@H]([C@@H](C1)OCC1=CC=C(C=C1)C(F)(F)F)N=[N+]=[N-].S1C=CC2=C1C1(OCC2)CCN(CC1)C=O